C1OCCC=2C1=CC=CC2B(O)O 3,4-DIHYDRO-1H-2-BENZOPYRAN-5-BORONIC ACID